COC1=CC2=C(OCCN2)C=C1N1N=C(C=2C=NC(=CC21)C=2C=NN1C2N=CC=C1)NC(OCCN1CCCCC1)=O 2-(piperidin-1-yl)ethyl (1-(6-methoxy-3,4-dihydro-2H-benzo[b][1,4]oxazin-7-yl)-6-(pyrazolo[1,5-a]pyrimidin-3-yl)-1H-pyrazolo[4,3-c]pyridin-3-yl)carbamate